C(#N)C1=C(C=C(C=C1O[C@@H](CN(C)C)C)C=1C=NN(C1)C)/N=C/N(C)C (R,E)-N'-(2-cyano-3-((1-(dimethylamino)propan-2-yl)oxy)-5-(1-methyl-1H-pyrazol-4-yl)phenyl)-N,N-dimethylformimidamide